3-bromo-5-chloro-2-methyl-pyridine BrC=1C(=NC=C(C1)Cl)C